(2R,3R,11bR)-9-[(4-difluoromethanesulfonylphenyl)methoxy]-3-(2,2-dimethylpropyl)-10-methoxy-1H,2H,3H,4H,6H,7H,11bH-pyrido[2,1-a]isoquinolin-2-ol FC(S(=O)(=O)C1=CC=C(C=C1)COC=1C=C2CCN3[C@@H](C2=CC1OC)C[C@H]([C@@H](C3)CC(C)(C)C)O)F